C(C)N(CC)CCC1=CNC2=CC=CC=C12 N,N-diethyl-2-(1H-indol-3-yl)ethylamine